5-bromo-3-[(E)-2-ethoxyvinyl]-6-Fluoropyridin-2-amine BrC=1C=C(C(=NC1F)N)\C=C\OCC